C[C@]12CC[C@H]3[C@H]([C@@H]1CCC2=O)CCC4=CC(=O)C=C[C@]34C The molecule is a steroid that consists of androstane having double bonds at positions 1 and 4 and two keto groups at positions 3 and 17. It is a 17-oxo steroid, a 3-oxo-Delta(4) steroid and a 3-oxo-Delta(1) steroid. It derives from a hydride of an androstane.